para-Xylylendiisocyanat C1(=CC=C(C=C1)CN=C=O)CN=C=O